acryl-acetophenone C(=O)(C=C)CC(=O)C1=CC=CC=C1